3,4,5-trifluoro-1,2-diaminobenzene FC=1C(=C(C=C(C1F)F)N)N